FC1=C(C#N)C=CC(=C1)C1=CC(=CC=2N1N=CN2)OCC2COCC2 2-fluoro-4-[7-(oxolan-3-ylmethoxy)-[1,2,4]triazolo[1,5-a]pyridin-5-yl]benzonitrile